2,5-di(t-butyl-peroxy)cyclohexane C(C)(C)(C)OOC1CCC(CC1)OOC(C)(C)C